1-methyl-3-trifluoromethyl-1H-pyrazole-4-carboxamide CN1N=C(C(=C1)C(=O)N)C(F)(F)F